4-((1,3-diphenyl-1H-pyrazol-4-yl)methylene)-2-(p-tolyl)oxazol-5(4H)-one C1(=CC=CC=C1)N1N=C(C(=C1)C=C1N=C(OC1=O)C1=CC=C(C=C1)C)C1=CC=CC=C1